NC1=NN(C=2CN(CCC21)CC)C(=O)C2CCNC1=CC=C(C=C21)F (3-amino-6-ethyl-4,5,6,7-tetrahydro-pyrazolo[3,4-c]pyridin-1-yl)(6-fluoro-1,2,3,4-tetrahydro-quinolin-4-yl)methanone